N1CC(=CC1)C=1N=C(NC1)C1=NNC2=C(C(=CC=C12)C1=CC(=C(C=C1CC)O)F)F 4-(3-(4-(2,5-dihydro-1H-pyrrol-3-yl)-1H-imidazol-2-yl)-7-fluoro-1H-indazol-6-yl)-5-ethyl-2-fluorophenol